1,2,3-benzenetricarboxylic acid hydrate O.C1(=C(C(=CC=C1)C(=O)O)C(=O)O)C(=O)O